ClC1=C(C(=CC=C1)Cl)N1C=2N(C3=C(C1=O)C=NC(=N3)NC3=CC(=C(C(=C3)C)N3CCN(CC3)C)Br)CCN2 6-(2,6-dichlorophenyl)-2-((3-bromo-5-methyl-4-(4-methylpiperazin-1-yl)phenyl)amino)-8,9-dihydroimidazo[1,2-a]pyrimido[5,4-e]pyrimidin-5(6H)-one